4-(4-(4-(tert-butyl)phenoxy)piperidin-1-yl)-1-methyl-2-oxo-1,2-dihydroquinoline-6-carbonitrile C(C)(C)(C)C1=CC=C(OC2CCN(CC2)C2=CC(N(C3=CC=C(C=C23)C#N)C)=O)C=C1